C(C)(C)(C)OC(=O)N1[C@H](CN(CC1)C=1C=NC(=C(C1)C)N)C.O(C1=CC=CC=C1)CCOC1=CC=CC=C1 1,2-bis(Phenoxy)ethane Tert-butyl-(S)-4-(6-amino-5-methylpyridin-3-yl)-2-methylpiperazine-1-carboxylate